tert-butyl N-[5-[1-(2,6-dioxopiperidin-3-yl)-3-methyl-2-oxo-1,3-benzodiazol-5-yl]pentyl]carbamate O=C1NC(CCC1N1C(N(C2=C1C=CC(=C2)CCCCCNC(OC(C)(C)C)=O)C)=O)=O